N-((1R,3r,5S,6r)-3-(6-chloro-1H-indazol-4-yl)-3-hydroxybicyclo[3.1.0]hexan-6-yl)sulfuric diamide ClC1=CC(=C2C=NNC2=C1)C1(C[C@H]2C([C@H]2C1)NS(N)(=O)=O)O